8-Pentacosenoic acid C(CCCCCCC=CCCCCCCCCCCCCCCCC)(=O)O